ClCCCCC(=O)N(C)C1=CC(=NN1C(CCCCCl)=O)C1CC1 5-chloro-N-(1-(5-chloropentanoyl)-3-cyclopropyl-1H-pyrazol-5-yl)-N-methylpentanamide